succinimidyl-4-(maleimidomethyl)cyclohexane-1-carbonyl-6-aminocaproic acid C1(CCC(N1C(C(=O)O)(CCCCN)C(=O)C1CCC(CC1)CN1C(C=CC1=O)=O)=O)=O